2,3-dimethoxy-5-sulfonylaminobenzoate COC1=C(C(=O)[O-])C=C(C=C1OC)N=S(=O)=O